N1(CCC1)C1CCN(CC1)C=1C(=CC2=CN(N=C2C1)C1CCN(CC1)C(=O)OC(C)(C)C)NC(=O)C=1C=NN2C1N=CC=C2 tert-butyl 4-(6-(4-(azetidin-1-yl)piperidin-1-yl)-5-(pyrazolo[1,5-a]pyrimidine-3-carboxamido)-2H-indazol-2-yl)piperidine-1-carboxylate